CC1(C2CN(CC12)C(=O)C=1N=C(C2=C(N1)OC(=C2)C)NC2(CC2)C)C {6,6-dimethyl-3-azabicyclo[3.1.0]hexane-3-carbonyl}-6-methyl-N-(1-methylcyclopropyl)furo[2,3-d]pyrimidin-4-amine